COC=1C=C2SC3=NC(=CN3C2=CC1)C(=O)NC=1C=NC(=CC1)C(NC)=O 10-methoxy-N-[6-(methylcarbamoyl)pyridin-3-yl]-7-thia-2,5-diazatricyclo[6.4.0.02,6]dodeca-1(12),3,5,8,10-pentaene-4-carboxamide